ClC1=CC=C(N=N1)N=C1SC2=C(N1COCC[Si](C)(C)C)C=CC=C2 N-(6-Chloropyridazin-3-yl)-3-{[2-(trimethylsilyl)ethoxy]Methyl}-2,3-dihydro-1,3-benzothiazol-2-imine